1-((2-phenylthiazol-4-yl)methyl)-8-nitro-2,3-dihydro-1H-imidazo[1,2-a]pyridin-4-ium C1(=CC=CC=C1)C=1SC=C(N1)CN1CC[N+]2=C1C(=CC=C2)[N+](=O)[O-]